C(C)(C)(C)C1=CC2=C(C3=CC=CC=C3C(=C2C=C1)C1=CC2=CC=CC=C2C=C1)C1=CC2=CC=CC=C2C=C1 2-t-butyl-9,10-di(2-naphthyl)anthracene